NC=1C=C(C=CC1F)NC(C1=C(C(=CC=C1C1CCOC2=CC(=CC=C12)OC(F)(F)F)C(F)(F)F)F)=O N-(3-amino-4-fluorophenyl)-2-fluoro-3-(trifluoromethyl)-6-(7-(trifluoromethoxy)chroman-4-yl)benzamide